ClC1=C(C(=O)N2CCC(CC2)C(=O)NC2[C@H]3CNC[C@@H]23)C=CC(=C1)NC(=O)C=1N(C(=CN1)C1=C(C(=C(C=C1)OC)F)F)C |r| 1-[2-chloro-4-[[5-(2,3-difluoro-4-methoxy-phenyl)-1-methyl-imidazole-2-carbonyl]amino]benzoyl]-N-[rac-(1s,5r)-3-azabicyclo[3.1.0]hexane-6-yl]piperidine-4-carboxamide